NC1=CC=C(C(=O)O)C=C1.NC1=CC=C(C(=O)OC2=CC=CC=C2)C=C1 [4-(4-aminobenzoyl)oxybenzene] 4-aminobenzoate